N-[[5-[5-(difluoromethyl)-1,3,4-oxadiazol-2-yl]-2-pyridinyl]methyl]-N-(4-fluorophenyl)-1-imino-1-oxo-1,4-thiazine-4-sulfonamide FC(C1=NN=C(O1)C=1C=CC(=NC1)CN(S(=O)(=O)N1C=CS(C=C1)(=O)=N)C1=CC=C(C=C1)F)F